CC=1N=C2C(=NC(=NC2=NC1C)N1C[C@@H](O[C@@H](C1)C)C=1C=CC(N(C1)C)=O)C1=CN=C(S1)C(F)(F)F 5-[(2S,6R)-4-[6,7-dimethyl-4-[2-(trifluoromethyl)thiazol-5-yl]pteridin-2-yl]-6-methyl-morpholin-2-yl]-1-methyl-pyridin-2-one